(3-chloro-1-isopropyl-1H-indazol-5-yl)-ethanol ClC1=NN(C2=CC=C(C=C12)C(C)O)C(C)C